6-(2,6-dichlorophenyl)-8-methyl-2-(3-methylsulfanylanilino)pyrido[2,3-d]pyrimidin-7-one ClC1=C(C(=CC=C1)Cl)C1=CC2=C(N=C(N=C2)NC2=CC(=CC=C2)SC)N(C1=O)C